ClC1=C(C=CC=C1)S(=O)(=O)NC1=C(C=C(C=C1)C=1C=C2C=NC(=NC2=CC1)N[C@@H]1CNCCC1)F (S)-2-chloro-N-(2-fluoro-4-(2-(piperidin-3-ylamino)quinazolin-6-yl)phenyl)benzenesulfonamide